[Al].[Zn].[Mg] magnesium-zinc-aluminium